CC(C)(CC)N1N=CC(=C1)C(=O)O 1-(2-methylbutane-2-yl)pyrazole-4-carboxylic acid